C(C)(C)(C)OC(NC1=CC=C(C=C1)N1C2=NC(=NC=C2N=C1)Cl)=O.C(C)C(COS(=O)(=O)[O-])CCCC.OCC[NH3+] 2-hydroxyethylammonium 2-ethylhexyl-sulfate tert-butyl-N-[4-(2-chloropurin-9-yl)phenyl]carbamate